FC1=C(C=CC(=C1F)OCC)I 2,3-difluoro-4-ethoxyiodobenzene